FC(C(C(F)(F)F)(O)C1=CC=C(C=C1)NC(=O)C1N(CC2=CC(=CC=C12)S(NC)(=O)=O)C(=O)OC(C)(C)C)(F)F tert-Butyl 1-{[4-(1,1,1,3,3,3-hexafluoro-2-hydroxypropan-2-yl)phenyl]carbamoyl}-5-(methylsulfamoyl)-1,3-dihydro-2H-isoindole-2-carboxylate